FC=1C=C2C(=NNC2=CC1OCCOC)C1=CC(=NO1)C=1C=CC(=NC1)C(=O)N1[C@H](CCC1)C(C)(C)O (5-{5-[5-Fluoro-6-(2-methoxy-ethoxy)-1H-indazol-3-yl]-isoxazol-3-yl}-pyridin-2-yl)-[(R)-2-(1-hydroxy-1-methyl-ethyl)-pyrrolidin-1-yl]-methanone